3-(5-(1,3,4-thiadiazol-2-yl)pyridin-3-yl)-4-methoxyphenyl octylcarbamate C(CCCCCCC)NC(OC1=CC(=C(C=C1)OC)C=1C=NC=C(C1)C=1SC=NN1)=O